CN1N=C(C=C1N1CC(=CC2=CC=CC=C12)C1=CSC=C1)C(F)(F)F N-[1-Methyl-3-(trifluoromethyl)-1H-pyrazol-5-yl]-3-(thiophen-3-yl)quinoline